Cl.C(C)C(O[Si](OC)(OC)CCC)(CC)CCC ethyl-propyl-ethyl-propyl-trimethoxysilane, Hydrochloride